1,6-bis(methacryloylethyloxycarbonylamino)trimethylhexane C(C(=C)C)(=O)N(C(C(CCCCN(C(=O)OCC)C(C(=C)C)=O)C)(C)C)C(=O)OCC